N-(pyridin-2-ylmethyl)-4-(1H-pyrrolo[3,2-c]pyridin-4-yl)benzamide N1=C(C=CC=C1)CNC(C1=CC=C(C=C1)C1=NC=CC2=C1C=CN2)=O